C(#N)C1=CC=C(C=C1)CC(C1=CC(=CC=C1)C(F)(F)F)=NNC(=O)NC1=CC=C(C=C1)OC(F)F 2-[2-(4-Cyanophenyl)-1-[3-(tri-fluoromethyl)phenyl]ethylidene]-N-[4-(difluoromethoxy)phenyl]-hydrazinecarboxamide